C1(CC2C(CC1)O2)CCC[Si](OC)(OC)C 3-(3,4-epoxycyclohexyl)propyl-methyl-dimethoxysilane